CC1(OB(OC1(C)C)C1=CC=C(C=C1)N1CCN(CC1)C(C)=O)C 1-[4-[4-(4,4,5,5-tetramethyl-1,3,2-dioxaborolan-2-yl)phenyl]piperazin-1-yl]ethanone